ClC1=NC(=CC(=C1)OC)OCC1=CC=C(C=C1)OC 2-chloro-4-methoxy-6-[(4-Methoxybenzyl)oxy]pyridine